CCCCC/C=C/C=C/CCCCCCCCC(=O)O 10,12-linoleic acid